C(#N)C[C@@H]1N(CCN(C1)C=1C2=C(N=C(N1)OC[C@@H]1N(C[C@@H](C1)OC)C)CN(CC2)C2=CC=CC1=CC=CC(=C21)C)C(=O)OCC2=CC=CC=C2 benzyl (2S)-2-(cyanomethyl)-4-[2-[[(2R,4R)-4-methoxy-1-methyl-pyrrolidin-2-yl]methoxy]-7-(8-methyl-1-naphthyl)-6,8-dihydro-5H-pyrido[3,4-d]pyrimidin-4-yl]piperazine-1-carboxylate